C(C)(C)(C)[Si](OCCOCCS(=O)(=O)N)(C1=CC=CC=C1)C1=CC=CC=C1 2-[2-[tert-butyl-(diphenyl)silyl]oxyethoxy]ethanesulfonamide